2-Methyl-1,2,3,4-tetrahydroisoquinolin-5-amine CN1CC=2C=CC=C(C2CC1)N